NC1=NC2=CC(=CC=C2C=N1)C1=NC=CC(=C1)NC(\C=C\C)=O (2E)-N-[2-(2-aminoquinazolin-7-yl)pyridin-4-yl]but-2-enamide